pentanoic acid, methylethyl ester C(CCCC)(=O)OC(C)C